CN(C(C1=CC(=C(C=C1)NC1=CC(=CC=C1)C(F)(F)F)C=1N=NN(N1)C)=O)C N,N-dimethyl-3-(2-methyl-2H-tetrazol-5-yl)-4-((3-(trifluoromethyl)phenyl)amino)benzamide